2-[(2s)-2-aminopropyl]-5-chloro-7-{[(thiophen-2-yl)methyl]amino}thieno[3,2-b]pyridine-3-carbonitrile N[C@H](CC1=C(C2=NC(=CC(=C2S1)NCC=1SC=CC1)Cl)C#N)C